[B-](F)(F)(F)F.CC1=CC(=C(C(=C1)C)N2C=[N+]3CCCC3=N2)C 6,7-dihydro-2-(2,4,6-trimethylphenyl)-5H-pyrrolo[2,1-c]-1,2,4-triazolium tetrafluoroborate